(R,E)-N-(4-((4-([1,2,4]triazolo[1,5-a]pyridin-7-yloxy)-5-fluoro-2-methoxyphenyl)amino)-7-methoxyquinazolin-6-yl)-2-Fluoro-3-(1-(methyl-d3)pyrrolidin-2-yl)acrylamide N=1C=NN2C1C=C(C=C2)OC2=CC(=C(C=C2F)NC2=NC=NC1=CC(=C(C=C21)NC(/C(=C\[C@@H]2N(CCC2)C([2H])([2H])[2H])/F)=O)OC)OC